[Br-].C(C)OC(CCCC1=C(C=CC=C1)P(C1=CC=CC=C1)C1=CC=CC=C1)=O (4-(ethoxy)-4-oxobutyl)triphenylphosphine bromide